F[C@H]1C[C@H]2CCCN2C1 (2S,7aR)-2-fluorohexahydro-1H-pyrrolizine